ClC1=CC(=NC(=C1O)Cl)C(=O)NC1=CC=C(C=2N=NN(C(C21)=O)CC2=C(C=CC=C2)C(F)(F)F)C 4,6-dichloro-5-hydroxy-N-(8-methyl-4-oxo-3-(2-(trifluoromethyl)benzyl)-3,4-dihydrobenzo[d][1,2,3]triazin-5-yl)pyridinecarboxamide